6-(1-fluoro-1-methylethyl)-4-[2-methoxy-4-(trifluoromethoxy)phenoxy]pyridine-3-carboxylic acid FC(C)(C)C1=CC(=C(C=N1)C(=O)O)OC1=C(C=C(C=C1)OC(F)(F)F)OC